methyl 6-(3-cyano-4-fluorophenyl)thiazolo[4,5-b]pyridine-5-carboxylate C(#N)C=1C=C(C=CC1F)C=1C=C2C(=NC1C(=O)OC)N=CS2